C1[C@@H]2[C@H]([C@H]([C@@H](O2)N3C=NC4=C3N=C(NC4=O)N)O)OP(=O)(O1)O 3',5'-guanosine monophosphate